CS(=O)(=O)N1C[C@H]([C@@H](CC1)NC1=NN2C(C=N1)=CC=C2N2C1=C(CCC2)NN=C1)O (3R,4R)-1-(methylsulfonyl)-4-((7-(1,5,6,7-tetrahydro-4H-pyrazolo[4,3-b]pyridin-4-yl)pyrrolo[2,1-f][1,2,4]triazin-2-yl)amino)piperidin-3-ol